C1(CC1)CC1=NC(=NC(=C1)OC)N 4-(cyclopropylmethyl)-6-methoxy-pyrimidin-2-amine